bromo-5-oxo-azepane-1-carboxylic acid tert-butyl ester C(C)(C)(C)OC(=O)N1C(CCC(CC1)=O)Br